[OH-].C(C)[N+](CC1=CC=CC=C1)(CC)CC N,N,N-triethyl-N-benzyl-ammonium hydroxide